CC1=NC(=NC=C1)C1(CC1)C1=NC2=CC(=CC=C2C(=C1)N)N 2-(4-methylpyrimidin-2-yl-cyclopropyl)quinoline-4,7-diamine